1-((1R,5S)-8-oxabicyclo[3.2.1]octan-3-yl)-4-(4,4,5,5-tetramethyl-1,3,2-dioxaborolan-2-yl)-1H-pyrazole [C@H]12CC(C[C@H](CC1)O2)N2N=CC(=C2)B2OC(C(O2)(C)C)(C)C